CN(C)CC(C)(C)C1=C(C(=CC(=C1)C(CN(C)C)(C)C)C(CN(C)C)(C)C)O 2,4,6-tri(dimethylaminotert-butyl)phenol